ClC1=C(C=CC=C1NC(=O)C=1N(C2=C(CN(CC2)C)N1)C)C1=C(C(=CC=C1)C1=NC(=C(C=C1)CN1C[C@@H](CC1)F)OC)Cl (R)-N-(2,2'-dichloro-3'-(5-((3-fluoropyrrolidin-1-yl)methyl)-6-methoxypyridin-2-yl)-[1,1'-biphenyl]-3-yl)-1,5-dimethyl-4,5,6,7-tetrahydro-1H-imidazo[4,5-c]pyridine-2-carboxamide